3-(Cycloheptane-2,4,6-triene-1-yl)propionic acid C1(C=CC=CC=C1)CCC(=O)O